C(C)(C)(C)OC(=O)N1C(C(NCC1)(C)C)C=1C2=C(N=CN1)N(C=C2N2CCCC2)C2=NC=CC(=C2)C#N (7-(4-cyanopyridin-2-yl)-5-(pyrrolidin-1-yl)-7H-pyrrolo[2,3-d]pyrimidin-4-yl)-3,3-dimethylpiperazine-1-carboxylic acid tert-butyl ester